ClC1=C(C=CC=C1)C1(CC1)C#N 1-(2-chlorophenyl)cyclopropane-1-carbonitrile